CN1CCC(CC1)NC1=C2C=C(N(C2=CC=C1)CC(F)(F)F)B(O)O (4-((1-methylpiperidin-4-yl)amino)-1-(2,2,2-trifluoroethyl)-1H-indol-2-yl)boronic acid